[4-(2-Tetrahydropyran-4-yl-3H-imidazo[4,5-b]pyridin-7-yl)-1-piperidyl]-[3-(trifluoromethyl)-1-bicyclo[1.1.1]pentanyl]methanone O1CCC(CC1)C1=NC=2C(=NC=CC2C2CCN(CC2)C(=O)C23CC(C2)(C3)C(F)(F)F)N1